ClC=1C=C(C(=O)NC2CC3CCC(CC2)N3C(=O)[O-])C=CC1C1C(C1)C=1C3=C(N=C(N1)C)SC=C3 3-(3-chloro-4-(2-(2-methylthieno[2,3-d]pyrimidin-4-yl)cyclopropyl)benzamido)-9-azabicyclo[4.2.1]nonane-9-carboxylate